C(=O)(O)C(C(=O)O)N[C@@H](C)C(=O)[O-].[Na+].[Na+].[Na+].C(=O)(O)C(C(=O)O)N[C@@H](C)C(=O)[O-].C(=O)(O)C(C(=O)O)N[C@@H](C)C(=O)[O-] Trisodium dicarboxymethylalaninate